[Li].[Sn]=O tin oxide lithium